Cl.C12CN(CC(CC1)N2)C2=C(C#N)C(=CC(=C2)CC(C)C)F 2-(3,8-diazabicyclo[3.2.1]oct-3-yl)-6-fluoro-4-isobutyl-benzonitrile hydrochloride